2-(3-{2-[(6R)-5-azaspiro[2.4]heptan-6-yl]ethynyl}pyridin-4-yl)-3-[(3-chloro-2-methoxyphenyl)amino]-1H,5H,6H,7H-pyrrolo[3,2-c]pyridin-4-one C1CC12CN[C@H](C2)C#CC=2C=NC=CC2C2=C(C=1C(NCCC1N2)=O)NC2=C(C(=CC=C2)Cl)OC